(6-methyl-1-((2-(trimethylsilyl)ethoxy)methyl)-1H-benzo[d]imidazol-2-yl)methyl methanesulfonate CS(=O)(=O)OCC1=NC2=C(N1COCC[Si](C)(C)C)C=C(C=C2)C